2-(6,7-dimethoxy-4-oxoquinazolin-3(4H)-yl)-N'-(3-chlorophenyl)acethydrazide COC=1C=C2C(N(C=NC2=CC1OC)CC(=O)NNC1=CC(=CC=C1)Cl)=O